N-[2-(1-{5-[(dimethylamino)methyl]-1H-pyrrole-2-carbonyl}-3-hydroxypyrrolidin-3-yl)ethyl]-1-(2-hydroxyethyl)-1H-pyrazole-4-carboxamide CN(C)CC1=CC=C(N1)C(=O)N1CC(CC1)(O)CCNC(=O)C=1C=NN(C1)CCO